Cl.CN(C(CN1N=CC(=C1)NC(CCOC1=CC=CC=C1)=O)=O)CCC1=CC=CC=C1 N-(1-(2-(methyl(phenethyl)amino)-2-oxoethyl)-1H-pyrazol-4-yl)-3-phenoxypropanamide hydrochloride